4-(6-(5-amino-6-methoxypyridin-3-yl)pyrido[3,2-d]pyrimidin-4-yl)-3,6-dihydropyridine NC=1C=C(C=NC1OC)C=1C=CC=2N=CN=C(C2N1)C=1CC=NCC1